4-[7-[6-amino-4-methyl-3-(trifluoromethyl)-2-pyridinyl]-6-chloro-quinazolin-4-yl]-1-(oxirane-2-carbonyl)piperazine-2-carbonitrile NC1=CC(=C(C(=N1)C1=C(C=C2C(=NC=NC2=C1)N1CC(N(CC1)C(=O)C1OC1)C#N)Cl)C(F)(F)F)C